N-(3-Chloro-4-(1H-1,2,3-triazol-1-yl)phenyl)-1-(isochinolin-4-yl)-5-(trifluoromethyl)-1H-pyrazol-4-carboxamid ClC=1C=C(C=CC1N1N=NC=C1)NC(=O)C=1C=NN(C1C(F)(F)F)C1=CN=CC2=CC=CC=C12